C(C)(C)(C)N(C(O)=O)CCCCCNC1=C(C=C(C=C1)CO)[N+](=O)[O-].ClCCCC 1-chloron-butane tert-butyl-(5-((4-(hydroxymethyl)-2-nitrophenyl)amino)pentyl)carbamate